O1CCN(CC1)CC1=CC(=C2CNC(C2=C1)=O)C(F)(F)F 6-(morpholinomethyl)-4-(trifluoromethyl)isoindolin-1-one